C(C1=CC=CC=C1)OC(=O)N[C@H](C(=O)O)CCC(C)C (S)-2-(((benzyloxy)carbonyl)amino)-5-methylhexanoic acid